OC[C@H](C)NS(=O)(=O)C1=CC=2C3=C(N(C2C=C1)C1=CC=C(C=C1)C(F)(F)F)N(N=N3)C N-[(2S)-1-hydroxypropan-2-yl]-3-methyl-4-[4-(trifluoromethyl)phenyl]-3H,4H-[1,2,3]triazolo[4,5-b]indole-7-sulfonamide